C1=C(C=CC2=CC=CC=C12)C(C(=O)O)=O (naphthalen-2-yl)-2-oxoacetic acid